tert-butyl (s)-6a-(difluoromethyl)-2-(3-fluoro-2-hydroxyphenyl)-6-oxo-5,6,6a,7,9,10-hexahydro-8H-pyrazino[1',2':4,5]pyrazino[2,3-c]pyridazine-8-carboxylate FC([C@@]12N(C=3C(=NN=C(C3)C3=C(C(=CC=C3)F)O)NC1=O)CCN(C2)C(=O)OC(C)(C)C)F